tert-butyl 2-[[(1S,3S)-3-[[5-(1-ethylpropyl)pyrazolo[1,5-a]pyrimidin-7-yl]amino]cyclopentyl]amino]acetate C(C)C(CC)C1=NC=2N(C(=C1)N[C@@H]1C[C@H](CC1)NCC(=O)OC(C)(C)C)N=CC2